CSC[C@@H](C(=O)NCC(=O)O)NC(=O)CC[C@@H](C(=O)[O-])[NH3+] The molecule is a zwitterion resulting from the transfer of a proton for the carboxy group to the amino group of the L-gamma-glutamyl residue of S-methylglutathione. It is a conjugate acid of a S-methyl glutathione(1-). It is a tautomer of a S-methylglutathione.